trans-tert-butyl 3-cyano-4-(3-hydroxyphenyl)pyrrolidine-1-carboxylate C(#N)[C@@H]1CN(C[C@H]1C1=CC(=CC=C1)O)C(=O)OC(C)(C)C